(2R)-N-(4-tert-butyl-3-fluorophenyl)-2-(4-(methoxymethyl)phenyl)-2-(((5-methyl-1,3,4-oxadiazol-2-yl)acetyl)amino)acetamide C(C)(C)(C)C1=C(C=C(C=C1)NC([C@H](NC(CC=1OC(=NN1)C)=O)C1=CC=C(C=C1)COC)=O)F